ClC1=CC(=NC=C1)[C@@H]1[C@H](C1)C(=O)O |r| rac-(1S,2S)-2-(4-chloropyridin-2-yl)cyclopropane-1-carboxylic acid